C(C1=CC=CC=C1)OC1=NC(=CC=C1N1C(N(C2=C1C=CC(=C2)N(C2=C(C=C(C=C2)CC(=O)OC)C)C)C)=O)OCC2=CC=CC=C2 methyl 2-[4-[[1-(2,6-dibenzyloxy-3-pyridyl)-3-methyl-2-oxo-benzimidazol-5-yl]-methyl-amino]-3-methyl-phenyl]acetate